1-methylpyrazol-5-yl-benzenesulfonate CN1N=CC=C1OS(=O)(=O)C1=CC=CC=C1